ClC1=CC=C(C=C1)C=1N=C2N(C=CC=N2)C1CC12CNCC(CC1)N2N2COC(=C2C=O)C 3-{[2-(4-chlorophenyl)imidazo[1,2-a]pyrimidin-3-yl]methyl-3,8-diazabicyclo[3.2.1]oct-8-yl}(5-methyl-1,3-oxazol-4-yl)methanone